ClC=1C=C(C(=O)N2CC=3N(CC2)C(N(C3C(=O)NCC3=CC(=C(C=C3)OC)C)C3=CC=C(C=C3)OC)=O)C=CC1Cl 7-(3,4-dichlorobenzoyl)-N-[(4-methoxy-3-methyl-phenyl)methyl]-2-(4-methoxyphenyl)-3-oxo-6,8-dihydro-5H-imidazo[1,5-a]pyrazine-1-carboxamide